C1(C=CC(N1C1=NNC(=N1)N1C(C=CC1=O)=O)=O)=O 3,5-bismaleimido-1,2,4-triazole